N1=C(C=C2N1C=CC=C2)[C@@H]2N(CCC1=C2N=CN1)C(=O)C=1OC(=NN1)C=1C=NN(C1)CC(F)(F)F (R)-(4-(pyrazolo[1,5-a]pyridin-2-yl)-6,7-dihydro-1H-imidazo[4,5-c]pyridin-5(4H)-yl)(5-(1-(2,2,2-trifluoroethyl)-1H-pyrazol-4-yl)-1,3,4-oxadiazol-2-yl)methanone